O=S1(N(CCC1)CC1=CC2=C(N(C=N2)COCC[Si](C)(C)C)C=C1)=O 2-[[5-[(1,1-dioxo-1,2-thiazolidin-2-yl)methyl]benzimidazol-1-yl]methoxy]ethyl-trimethyl-silane